BrC=1N=C(SC1)[C@H]([C@@H](C(=O)O)NC(C1=CC=CC=C1)C1=CC=CC=C1)OC (2S,3S)-3-(4-bromothiazol-2-yl)-2-(benzhydrylamino)-3-methoxypropionic acid